5-amino-N-(2,4-dimethoxybenzyl)-2-[5-(trifluoromethyl)-1,3,4-oxadiazol-2-yl]benzenesulfonamide NC=1C=CC(=C(C1)S(=O)(=O)NCC1=C(C=C(C=C1)OC)OC)C=1OC(=NN1)C(F)(F)F